(diethylamino)(tert-butylimino)tantalum C(C)N(CC)[Ta]=NC(C)(C)C